C(C)(C)(C)C=1C=C(C=C(C1)C(C)(C)C)[C@@H](CC1=NC2=CC=CC=C2C=C1)NC(C)=O (R)-N-(1-(3,5-di-tert-butylphenyl)-2-(quinolin-2-yl)ethyl)acetamide